1-(tert-butyl)-1H-pyrrole-3-carboxylic acid C(C)(C)(C)N1C=C(C=C1)C(=O)O